O[C@H]1CC[C@H](CC1)C(=O)O cis-4-Hydroxy-cyclohexanecarboxylic acid